1,2-bis(di-t-butyl-(phosphinomethyl))-4,5-bis(4'-t-butylphenyl)benzene C(C)(C)(C)C(C1=C(C=C(C(=C1)C1=CC=C(C=C1)C(C)(C)C)C1=CC=C(C=C1)C(C)(C)C)C(P)(C(C)(C)C)C(C)(C)C)(P)C(C)(C)C